C1(CC1)C=1C=C(C(=NC1)C1=NC=C(C(N1C)=O)OCC(C(F)(F)F)(F)F)SCC 2-(5-cyclopropyl-3-ethylsulfanyl-2-pyridyl)-3-methyl-5-(2,2,3,3,3-pentafluoropropoxy)pyrimidin-4-one